O=S1(CC(C1)NS(=O)(=O)N1C[C@H](CCC1)C(=O)N1[C@H](CCC1)C(=O)NCC1=CC=C(C=C1)C(F)(F)F)=O 1-(((3S)-1-((1,1-dioxido-3-thietanyl)sulfamoyl)-3-piperidinyl)carbonyl)-N-(4-(trifluoromethyl)benzyl)-D-prolinamide